ClC1=CC(=CC=2CN(CCOC21)CC2=CC(=NC=C2)NC2COC2)N2C=CC1=CC(=CC=C21)F 4-{[9-chloro-7-(5-fluoroindol-1-yl)-3,5-dihydro-2H-1,4-benzoxazepin-4-yl]methyl}-N-(oxetan-3-yl)pyridin-2-amine